C(#N)C(=C[C@H]1C([C@@H]1C(=O)OCC1=C(C(=C(C(=C1CC)F)COC)F)CC)(C)C)C 2,6-diethyl-3,5-difluoro-4-methoxymethylbenzyl (1R)-trans-3-(2-cyano-1-propenyl)-2,2-dimethylcyclopropanecarboxylate